(Z)-5-((6-chloro-1H-indol-3-yl)methylene)-3-(1-(4-chlorophenyl)-2-hydroxyethyl)imidazolidine-2,4-dione ClC1=CC=C2C(=CNC2=C1)\C=C/1\C(N(C(N1)=O)C(CO)C1=CC=C(C=C1)Cl)=O